N,1,3-trimethyl-4,5,6,7-tetrahydro-2-benzothiophen-5-amine hydrochloride salt Cl.CNC1CC=2C(=C(SC2C)C)CC1